CC([C@@H](C(=O)N1C[C@@H]2[C@@H]3CC4([C@H]([C@@H]2[C@H]1C(=O)O)C3)CC4)NC(C(F)(F)F)=O)(C)C (1'S,2'R,5'S,6'S,7'S)-4'-[(2S)-3,3-dimethyl-2-(2,2,2-trifluoroacetamido)butanoyl]-4'-azaspiro[cyclopropane-1,8'-tricyclo[5.2.1.0^{2,6}]decane]-5'-carboxylic acid